N-[4-(9-phenyl-9H-carbazol-3-yl)phenyl]-N-[1,1':3,1''-terphenyl-4-yl]-9,9-dimethyl-9H-fluoren-4-amine C1(=CC=CC=C1)N1C2=CC=CC=C2C=2C=C(C=CC12)C1=CC=C(C=C1)N(C1=CC=CC=2C(C3=CC=CC=C3C12)(C)C)C1=C(C=C(C=C1)C1=CC=CC=C1)C1=CC=CC=C1